4-isopropoxyphenylsulfone C(C)(C)OC1=CC=C(C=C1)S(=O)(=O)C1=CC=C(C=C1)OC(C)C